(E)-1,1-dimethoxy-N-methyl-N-(naphthalen-2-ylmethyl)-4-phenylbut-3-en-2-amine COC(C(\C=C\C1=CC=CC=C1)N(CC1=CC2=CC=CC=C2C=C1)C)OC